C1(=CC=CC=C1)C1=CC=C(C=C1)S(=O)(=O)OC=1C=C(C=CC1)NC(=O)NC1=CC=C(C=C1)OS(=O)(=O)C1=CC=C(C=C1)C1=CC=CC=C1 N-[3-(p-phenylbenzenesulfonyloxy)phenyl]-N'-[4-(p-phenylbenzenesulfonyloxy)phenyl]urea